N-(3-chloro-2-methylphenyl)-2-[(2S)-pyrrolidin-2-yl]-6-({[2-(trifluoromethyl)phenyl]carbonyl}amino)-1H-benzimidazole-4-carboxamide ClC=1C(=C(C=CC1)NC(=O)C1=CC(=CC=2NC(=NC21)[C@H]2NCCC2)NC(=O)C2=C(C=CC=C2)C(F)(F)F)C